(2S,3R,4R)-3-fluoro-4-hydroxy-1-(9-phenylfluoren-9-yl)pyrrolidine-2-carboxylic acid methyl ester COC(=O)[C@@H]1N(C[C@H]([C@@H]1F)O)C1(C2=CC=CC=C2C=2C=CC=CC12)C1=CC=CC=C1